FC(C(=O)[O-])(F)F.N1=C(N=CC=C1)C1=CN=[N+](C=C1)CCC#N 3-(4-pyrimidin-2-ylpyridazin-1-ium-1-yl)propanenitrile Trifluoroacetate Salt